[1,3-bis(2,4,6-trimethylphenyl)-2-imidazolidinylidene](phenylmethylene)(tricyclohexylphosphine) ruthenium dichloride [Ru](Cl)Cl.CC1=C(C(=CC(=C1)C)C)N1C(N(CC1)C1=C(C=C(C=C1C)C)C)=C1C(C(CCC1)P(C1CCCCC1)C1CCCCC1)=CC1=CC=CC=C1